[3-(3-cyclopropyl-2-fluoro-phenoxy)azetidin-1-yl]-[6-[5-(1-hydroxycyclopropyl)-4H-1,2,4-triazol-3-yl]-2-azaspiro[3.3]heptan-2-yl]methanone C1(CC1)C=1C(=C(OC2CN(C2)C(=O)N2CC3(C2)CC(C3)C3=NN=C(N3)C3(CC3)O)C=CC1)F